BrC=C(CO[Si](C)(C)C(C)(C)C)C=1C=NC=C(C1)C1=CC(=C(C=C1)OC)OCC 3-(1-bromo-3-((tert-butyldimethylsilyl)oxy)prop-1-en-2-yl)-5-(3-ethoxy-4-methoxyphenyl)pyridine